diacetyl-(cyclopentyl)azane C(C)(=O)N(C1CCCC1)C(C)=O